C(C)(C)(C)OC(=O)N1CCC(CC1)NC(=O)C=1C=C2C(=NNC2=CC1)C1=NC2=C(N1)C=C(C=C2)N2CCOCC2.BrC=2C(=NC(=CC2)OC2COC2)OC 3-bromo-2-methoxy-6-(oxetan-3-yloxy)pyridine tert-butyl-4-(3-(6-morpholino-1H-benzo[d]imidazol-2-yl)-1H-indazole-5-carboxamido)piperidine-1-carboxylate